FC1=C(C=CC(=C1)I)NC=1C(=NN(C(C1)=O)C)C(=O)O 4-(2-fluoro-4-iodophenylamino)-1-methyl-6-oxo-1,6-dihydropyridazine-3-carboxylic acid